CC1=NOC(NS(=O)(=O)C2C=CC(N)=CC=2)=C1C SULFISOXAZOLE